(2-fluoro-4-(2-((5-methyl-4-(6-methylpyridin-2-yl)thiazol-2-yl)amino)-2-oxoethyl)phenoxy)pyridine-3-carboxamide FC1=C(OC2=NC=CC=C2C(=O)N)C=CC(=C1)CC(=O)NC=1SC(=C(N1)C1=NC(=CC=C1)C)C